N-(4-cyano-2-fluorophenyl)-5-[2-(dimethylamino)phenyl]-1H-pyrrole-3-sulfonamide C(#N)C1=CC(=C(C=C1)NS(=O)(=O)C1=CNC(=C1)C1=C(C=CC=C1)N(C)C)F